[2-(4-formylcyclohexyl)-6-methoxy-indazol-5-yl]-5-methyl-pyridine-3-carboxamide C(=O)C1CCC(CC1)N1N=C2C=C(C(=CC2=C1)C1=NC=C(C=C1C(=O)N)C)OC